C(C)(C)(C)OC(NC1CC2=C(C(=NC=C2)C)C1)=O.FC(C(=O)O)(F)F 2,2,2-trifluoroacetic acid tert-Butyl-N-(1-methyl-6,7-dihydro-5H-cyclopenta[c]pyridin-6-yl)carbamate